tert-butyl 4-(4-((4-((3-(2,3-difluoro-4-methoxyphenyl) imidazo[1,2-a]pyrazin-8-yl)amino)-2-ethylphenyl) sulfonyl) piperazine-1-carbonyl)-4-hydroxypiperidine-1-carboxylate FC1=C(C=CC(=C1F)OC)C1=CN=C2N1C=CN=C2NC2=CC(=C(C=C2)S(=O)(=O)N2CCN(CC2)C(=O)C2(CCN(CC2)C(=O)OC(C)(C)C)O)CC